1-[3-[(1R)-1-methyl-2-[[(R)-phenyl-[(3R)-1,2,3,4-tetrahydropyrido[2,3-b]pyrazin-3-yl]methyl]amino]ethyl]phenyl]cyclopropanecarboxylic acid C[C@@H](CN[C@@H]([C@H]1CNC2=C(N1)N=CC=C2)C2=CC=CC=C2)C=2C=C(C=CC2)C2(CC2)C(=O)O